CC=1N=COC1CC=O 2-(4-methyl-1,3-oxazol-5-yl)ethan-1-one